2-[4-(4-hydroxy-1-methyl-4-piperidyl)anilino]-4-[[6-(2-oxopyrrolidin-1-yl)-2-pyridyl]amino]pyrimidine-5-carbonitrile OC1(CCN(CC1)C)C1=CC=C(NC2=NC=C(C(=N2)NC2=NC(=CC=C2)N2C(CCC2)=O)C#N)C=C1